Diphenyl phosphite P(OC1=CC=CC=C1)(OC1=CC=CC=C1)[O-]